(trans)-2-(isobutylthio)-ethyl-2-phenylcyclopropanamine C(C(C)C)SCC[C@@]1([C@@H](C1)C1=CC=CC=C1)N